C(C)(=O)C=1C(OC2=C(C1N1CCOCC1)C=CC(=C2)NC2=NC=CC(=N2)C=2C=NC=CC2)=O 3-acetyl-7-{[4-(pyridin-3-yl)pyrimidin-2-yl]amino}-4-morpholinyl-2H-benzopyran-2-one